8-((2-cinnamoyl-1,2,3,4-tetrahydroisoquinolin-6-yl)oxy)-N-hydroxyoctanoyl-amide C(C=CC1=CC=CC=C1)(=O)N1CC2=CC=C(C=C2CC1)OC(CCCCCCC(=O)[NH-])O